(2-amino-[1,2,4]triazolo[1,5-a]pyridin-7-yl)-2-fluoro-N-((2S,3R)-2-fluoro-3-(4-fluorophenyl)-3-hydroxybutyl)-6-(methyl-d3)benzamide NC1=NN2C(C=C(C=C2)C=2C(=C(C(=O)NC[C@@H]([C@](C)(O)C3=CC=C(C=C3)F)F)C(=CC2)C([2H])([2H])[2H])F)=N1